tert-butyl-(2-((3-chloro-2-fluorophenylmethyl)amino)-2-oxoethyl)-1H-indazole-3-carboxamide C(C)(C)(C)C1=C2C(=NN(C2=CC=C1)CC(=O)NCC1=C(C(=CC=C1)Cl)F)C(=O)N